S(C#N)CC=1SC=CC1 2-(thiocyanomethyl)thiophene